C(=O)(O)N[C@H](CC(=O)O)C(=O)O N-carboxyl-D-aspartic acid